C(C)N(CC)CC.OC(C(C)O)S(=O)(=O)O 1,2-dihydroxy-propanesulfonic acid triethylamine salt